2-(4-chlorophenyl)propylene oxide ClC1=CC=C(C=C1)C1(CO1)C